[Si](C1=CC=CC=C1)(C1=CC=CC=C1)(C(C)(C)C)OCC1CCC(CC1)OCCN(C(OC(C)(C)C)=O)C tert-butyl N-[2-[4-[[tert-butyl(diphenyl)silyl]oxymethyl]cyclohexoxy]ethyl]-N-methyl-carbamate